N-((5-(difluoromethyl)-6-(isoxazol-3-ylmethoxy)-1H-indol-2-yl)methyl)-1-methylcyclopropane-1-carboxamide FC(C=1C=C2C=C(NC2=CC1OCC1=NOC=C1)CNC(=O)C1(CC1)C)F